CON(C(=O)C=1C=CC=2N(C1)N=CC2)C N-methoxy-N-methylpyrazolo[1,5-a]pyridine-6-carboxamide